C[C@@H]1O[C@@H](CN(C1)C1=NC=CC(=N1)C1=NC2=CC(=NC=C2C=C1)CNC(C1=CC(=C(C=C1)F)S(=O)(=O)C)=O)C N-((2-(2-((cis)-2,6-dimethylmorpholino)pyrimidin-4-yl)-1,6-naphthyridin-7-yl)methyl)-4-fluoro-3-(methylsulfonyl)benzamide